N1C=C(C=C1)C=1C=C(C=CC1)[C@H](CC(=O)OCC)NC(=O)NC=1C(N(C=CC1O)C)=O Ethyl (S)-3-(3-(1H-Pyrrol-3-yl)phenyl)-3-(3-(4-hydroxy-1-methyl-2-oxo-1,2-dihydropyridin-3-yl)ureido)propanoat